N-[[6-(2-Isopropylphenoxy)-2-pyridyl]sulfonyl]-2-(2,2,4-trimethylpyrrolidin-1-yl)pyridin-3-carboxamid C(C)(C)C1=C(OC2=CC=CC(=N2)S(=O)(=O)NC(=O)C=2C(=NC=CC2)N2C(CC(C2)C)(C)C)C=CC=C1